ClC1=NC=C2C=CN=C(C2=C1)C#CC1=CC2=C(OCC(N2)=O)N=C1 7-[2-(7-chloro-2,6-naphthyridin-1-yl)ethynyl]-1H-pyrido[2,3-b][1,4]oxazin-2-one